FC=1C=C(C=CC1N1C(CCC1)=O)C=1C=CC(=NC1)NC1=CC2=C(OC[C@H]3N2C([C@](C3)(C)O)=O)N=C1 (6aS,8R)-2-((5-(3-fluoro-4-(2-oxopyrrolidin-1-yl)phenyl)-pyridin-2-yl)amino)-8-hydroxy-8-methyl-6,6a,7,8-tetrahydro-9H-pyrido[2,3-b]-pyrrolo[1,2-d][1,4]-oxazin-9-one